NC1=C2C(=NC=N1)N(N=C2C=2C(=C1CCN(C1=CC2)C(CC2=CC(=CC=C2)C(F)(F)F)=O)F)C2CC2 1-(5-(4-amino-1-cyclopropyl-1H-pyrazolo[3,4-d]pyrimidin-3-yl)-4-fluoroindolin-1-yl)-2-(3-(trifluoromethyl)phenyl)-ethan-1-one